(2r,5s)-4-(7-chloro-6-cyano-2-(((S)-1-methylpyrrolidin-2-yl)methoxy)quinazolin-4-yl)-2,5-dimethylpiperazine-1-carboxylic acid tert-butyl ester C(C)(C)(C)OC(=O)N1[C@@H](CN([C@H](C1)C)C1=NC(=NC2=CC(=C(C=C12)C#N)Cl)OC[C@H]1N(CCC1)C)C